N-benzyl-4,4-dimethylcyclohexan-1-amine C(C1=CC=CC=C1)NC1CCC(CC1)(C)C